(S)-tert-butyl (1-methyl-5-oxo-4,5,6,7-tetrahydro-1H-pyrazolo[3,4-b][1,4]oxazepin-6-yl)carbamate CN1N=CC2=C1OC[C@@H](C(N2)=O)NC(OC(C)(C)C)=O